CC1CN(CCN1C)C1=C(C=C(N)C=C1)OC 4-(3,4-dimethylpiperazin-1-yl)-3-methoxyaniline